ClC=1C(=NC(=NC1)NC1=C(C=C2CCN(CC2=C1)C)OC)N1CC2=CC=CC=C2CC1 N-(5-chloro-4-(3,4-dihydroisoquinolin-2(1H)-yl)pyrimidin-2-yl)-6-methoxy-2-methyl-1,2,3,4-tetrahydroisoquinolin-7-amine